O1C(=CC=C1)C=1C=2N(C=C(N1)NC(=O)NC)C=C(N2)C 1-[8-(furan-2-yl)-2-methylimidazo[1,2-a]pyrazin-6-yl]-3-methylurea